4-(2-methoxy-4-nitro-phenyl)-piperazine-1-carboxylic acid tert-butyl ester C(C)(C)(C)OC(=O)N1CCN(CC1)C1=C(C=C(C=C1)[N+](=O)[O-])OC